(+/-)-3-oxo-8-azabicyclo[3.2.1]octane-8-carboxylic acid tert-butyl ester C(C)(C)(C)OC(=O)N1C2CC(CC1CC2)=O